FC(OC1=CC=CC=2C(N[C@H]3C4=NC=5C=CC(=CC5N4[C@@H](C12)C3)B3OC(C(O3)(C)C)(C)C)=O)F (1R,11R)-18-(difluoromethoxy)-5-(4,4,5,5-tetramethyl-1,3,2-dioxaborolan-2-yl)-2,9,12-triazapentacyclo[9.8.1.0^{2,10}.0^{3,8}.0^{14,19}]icosa-3(8),4,6,9,14(19),15,17-heptaen-13-one